(S)-3-Cyano-N-methyl-5-(6-(5-methylpyridin-3-yl)-5-((tetrahydrofuran-3-yl)oxy)pyrazolo[1,5-a]pyrimidin-3-yl)benzamide C(#N)C=1C=C(C(=O)NC)C=C(C1)C=1C=NN2C1N=C(C(=C2)C=2C=NC=C(C2)C)O[C@@H]2COCC2